C(#N)C(NC(=O)[C@@H]1[C@H]2C([C@H]2CN1C([C@H](C(C)(C)C)NC(C(F)(F)F)=O)=O)(C)C)C=1N=C(N(C(C1)=O)C)C (1R,2S,5S)-N-(cyano(1,2-dimethyl-6-oxo-1,6-dihydropyrimidin-4-yl)methyl)-3-((S)-3,3-dimethyl-2-(2,2,2-trifluoroacetamido)butanoyl)-6,6-dimethyl-3-azabicyclo[3.1.0]hexane-2-carboxamide